NC=1N=CC2=C(N1)N(C=C2)C2=CC=C(C=C2)C#CC(C)(O)C=2SC=CN2 4-(4-(2-amino-7H-pyrrolo[2,3-d]pyrimidin-7-yl)phenyl)-2-(thiazol-2-yl)but-3-yn-2-ol